OC=1C=C(C(=O)NC(C2=C(C(=CC(=C2)O)CC(=O)O)O)=O)C=CC1O N-(3,4-dihydroxybenzoyl)3-carboxymethyl-2,5-dihydroxybenzamide